2-(2,6-dimethylphenyl)-N-(2-methyl-1H-indol-1-yl)-2-oxoacetamide CC1=C(C(=CC=C1)C)C(C(=O)NN1C(=CC2=CC=CC=C12)C)=O